O[C@H]1CC(C2(C1)CCN(CC2)C2=NC(=CC(=N2)C#N)C)=O (R)-2-(3-hydroxy-1-oxo-8-azaspiro[4.5]decan-8-yl)-6-methylpyrimidine-4-carbonitrile